5-(3-(2-(2-Methoxypyridin-4-yl)ethynyl)phenoxy)-1H-1,2,3-triazole-4-carboxylic acid COC1=NC=CC(=C1)C#CC=1C=C(OC2=C(N=NN2)C(=O)O)C=CC1